ethyl lactat C(C(O)C)(=O)OCC